cis-propenyl-phosphonic acid di-tert-butyl ester C(C)(C)(C)OP(OC(C)(C)C)(=O)\C=C/C